N-(2-chloro-4-fluorophenyl)-1-[4-(5-methyl-[1,3]oxazolo[4,5-b]pyridin-2-yl)piperazine-1-carbonyl]azetidine-3-carboxamide ClC1=C(C=CC(=C1)F)NC(=O)C1CN(C1)C(=O)N1CCN(CC1)C=1OC=2C(=NC(=CC2)C)N1